tert-butyl (1S,4S)-5-(3-(1,3-dioxolan-2-yl)phenyl)-2,5-diazabicyclo[2.2.1]heptan-2-carboxylate O1C(OCC1)C=1C=C(C=CC1)N1[C@@H]2CN([C@H](C1)C2)C(=O)OC(C)(C)C